O[C@H](CNC(=O)[C@@H]1CN(CC[C@H]1NC(=O)C1=NOC(=C1)C1=C(C=C(C=C1)F)F)C1CCCCC1)C1=CC=CC=C1 (3R,4R)-1-cyclohexyl-4-{[5-(2,4-difluoro-phenyl)-isoxazole-3-carbonyl]-amino}-piperidine-3-carboxylic acid ((S)-2-hydroxy-2-phenyl-ethyl)-amide